2-(3,5-difluorophenyl)-5-(1-isopropyl-1H-pyrazol-4-yl)-N4-(1,2,3,4-tetrahydroisoquinolin-7-yl)pyrimidine-2,4-diamine FC=1C=C(C=C(C1)F)C1(NC=C(C(=N1)NC1=CC=C2CCNCC2=C1)C=1C=NN(C1)C(C)C)N